ClC=1C=C(C(=O)N(C)C)C=C(N1)N1C(CCC1)(C)C 2-chloro-6-(2,2-dimethylpyrrolidin-1-yl)-N,N-dimethylisonicotinamide